O=C(CCCC(=O)O)NCC#C 5-oxo-5-(prop-2-yn-1-ylamino)pentanoic acid